3-(trifluoromethyl)-1H-pyrazole-4-carboxylic acid FC(C1=NNC=C1C(=O)O)(F)F